C(C)(C)(C)OC(N[C@@H]1CC2=CC=CC=C2C12CCN(CC2)C2=NC(=C(C(=N2)C#N)C2=C(C(=CC=C2)Cl)Cl)C)=O (R)-(1'-(5-(2,3-dichlorophenyl)-4-cyano-6-methylpyrimidin-2-yl)-2,3-dihydrospiro[indene-1,4'-piperidine]-2-yl)carbamic acid tert-butyl ester